C(C)(C)(C)C(C(=O)OF)(F)F.NCC(=O)N[C@@H](CCCCN1C(C=CC1=O)=O)C(=O)O glycyl-6-(2,5-dioxo-2,5-dihydro-1H-pyrrol-1-yl)-L-norleucine tert-butyl-mono(trifluoroacetic acid) salt